C(C)(=O)N1C[C@](N(CC1)C1=NN(C(=C1C1=C2C=NNC2=CC(=C1Cl)C)C)C1CC2(CN(C2)C(C=C)=O)C1)(C)CC (S)-1-(6-(3-(4-Acetyl-2-ethyl-2-methylpiperazin-1-yl)-4-(5-chloro-6-methyl-1H-indazol-4-yl)-5-methyl-1H-pyrazol-1-yl)-2-azaspiro[3.3]heptan-2-yl)prop-2-en-1-one